CSC1=NN=C(S1)C=1C(OC(=CC1)C(=O)N)=O (5-(methylthio)-1,3,4-thiadiazol-2-yl)-2-oxo-2H-pyran-6-carboxamide